C(C)OC(CC1CCN(CC1)C(=O)OC(C)(C)C)=O 1-Boc-4-piperidineacetic acid ethyl ester